C(C)(C)(C)C=1C(=C(C=C(C1)OC(CC)=O)C)O (5-tert-butyl-4-hydroxy-3-methylphenyl)propionate